CC1=C(C=2N(C=C1)C(=CN2)C2=C1CNC(C1=C(C=C2)NC2=NC=C(C=C2)N2CCC(CC2)O)=O)C 4-(7,8-dimethylimidazo[1,2-a]pyridin-3-yl)-7-[[5-(4-hydroxy-1-piperidyl)-2-pyridyl]amino]isoindolin-1-one